2-[(3,5-dimethyl-2H-pyrrol-2-ylidene)benzyl]-3,5-dimethyl-1H-pyrrole CC=1C(N=C(C1)C)=C(C1=CC=CC=C1)C=1NC(=CC1C)C